cysteinyl-3-azidopropionamide N[C@@H](CS)C(=O)C(C(=O)N)CN=[N+]=[N-]